C(C)(=O)C1=CC(=CN2C1=NC(=CC2=O)N2CCC(CC2)(C)C)C 9-acetyl-2-(4,4-dimethylpiperidin-1-yl)-7-methyl-4H-pyrido[1,2-a]pyrimidin-4-one